The molecule is an organosulfonic acid consisting of sulfonic acid having a 2-mercaptoethyl group attached to sulfur. It has a role as a coenzyme. It is an organosulfonic acid and a thiol. It is a conjugate acid of a coenzyme M(1-). C(CS(=O)(=O)O)S